C1(CC1)CN1CCC(CC1)C1=NN=C(O1)[C@@]12CN(C[C@]2(C1)C(F)(F)F)C1=C2C=CC=NC2=C(C=C1)C#N 5-((1S,5R)-1-(5-(1-(cyclopropylmethyl)piperidin-4-yl)-1,3,4-oxadiazol-2-yl)-5-(trifluoromethyl)-3-azabicyclo[3.1.0]hexan-3-yl)quinoline-8-carbonitrile